C(C)(C)(C)OC(=O)N1C=CC2=C(C(=CC(=C12)C)OC)CN1[C@@H](CC2(CC(C2)(F)F)CC1)C1=C(C=C(C=C1)C(=O)OC)NCC1CCOCC1 tert-butyl-4-{[(6S)-2,2-difluoro-6-[4-(methoxycarbonyl)-2-[(oxan-4-ylmethyl)amino]phenyl]-7-azaspiro[3.5]nonan-7-yl]methyl}-5-methoxy-7-methylindole-1-carboxylate